NCCNC1=C(C(=CC=C1)F)C1=NCC2=C(C3=C1C=C(C=C3)Cl)N=C(N=C2)NC2=C(C(=O)NC)C=CC=C2 (7-[2-[(2-aminoethyl)amino]-6-fluorophenyl]-9-chloro-5H-pyrimido[5,4-d][2]benzazepin-2-ylamino)-N-methylbenzamide